P(=O)(O)(O)OC1=CC2=CC=CC=C2C=C1 2-Naphthol phosphate